BrCC(=O)OCC ethyl α-bromoacetate